ClC1=CC=C2C(=NC=3N(C2=C1)C=NN3)N(C=3C=C(C=CC3)CC(C#C)(O)C)C (3-((8-chloro-[1,2,4]triazolo[4,3-a]quinazolin-5-yl)(methyl)amino)phenyl)-2-methylbut-3-yn-2-ol